tert-butyl 4-[1-(p-tolylsulfonyloxy)ethyl]piperidine-1-carboxylate C1(=CC=C(C=C1)S(=O)(=O)OC(C)C1CCN(CC1)C(=O)OC(C)(C)C)C